8-chloro-2-methyl-4-(4,4,4-trifluorobutyl)quinazolin-5-ol ClC1=CC=C(C=2C(=NC(=NC12)C)CCCC(F)(F)F)O